tert-Butyl (4E)-4-[3-(3-chlorophenyl)prop-2-ynylidene]-3,3-dimethyl-piperidine-1-carboxylate ClC=1C=C(C=CC1)C#C\C=C/1\C(CN(CC1)C(=O)OC(C)(C)C)(C)C